ethyl 5-bromo-7-(2,2,2-trifluoro-1-hydroxyethyl)benzofuran-3-carboxylate BrC=1C=C(C2=C(C(=CO2)C(=O)OCC)C1)C(C(F)(F)F)O